ClC=1C=C(C(=NC1)[C@@H]1[C@H](C1)C=1C=2N(N=C(C1)C=1C(=NC(=NC1)OC)OC)C=CN2)F 8-((1S,2S)-2-(5-chloro-3-fluoropyridin-2-yl)cyclopropyl)-6-(2,4-dimethoxypyrimidin-5-yl)imidazo[1,2-b]pyridazine